C1(=CC=CC2=CC=CC=C12)C(C)N 1-naphthylethane-1-amine